ClC1=C(C=C(C=C1C(=O)N1CCOCC1)F)NC1=C(C=C(C(=O)N=C2NCCN2)C=C1)C1CC1 4-{[2-chloro-5-fluoro-3-(morpholine-4-carbonyl)phenyl]amino}-3-cyclopropyl-N-[imidazolidin-2-ylidene]benzamide